ClC1=C(C=CC=C1)S(=O)(=O)NC1=C(C=C(C=C1F)C1=NC=2C=NC(=NC2N(C1=O)C(C)C)N[C@@H]1CNC[C@H](C1)F)F 2-chloro-N-(2,6-difluoro-4-(2-(((3S,5S)-5-fluoropiperidin-3-yl)amino)-8-isopropyl-7-oxo-7,8-dihydropteridin-6-yl)phenyl)benzenesulfonamide